rac-(1S*,2S*)-N-(6-chloropyrimidin-4-yl)-2-(2,5-dichlorophenyl)cyclopropane-1-carboxamide ClC1=CC(=NC=N1)NC(=O)[C@@H]1[C@H](C1)C1=C(C=CC(=C1)Cl)Cl |r|